4-(3-(1,1-difluoroethyl)-4-methyl-1-((2-(trifluoromethyl)cyclopropyl)methyl)-1H-pyrazole-5-carboxamido)picolinamide FC(C)(F)C1=NN(C(=C1C)C(=O)NC1=CC(=NC=C1)C(=O)N)CC1C(C1)C(F)(F)F